tert-butyl 2-[7-(1-methanesulfonylcyclopropyl)-5-[(3R)-3-methyl morpholin-4-yl] pyrazolo[1,5-a]pyrimidin-3-yl]-1H-pyrrole-1-carboxylate CS(=O)(=O)C1(CC1)C1=CC(=NC=2N1N=CC2C=2N(C=CC2)C(=O)OC(C)(C)C)N2[C@@H](COCC2)C